1-(4-hydroxyphenyl)-2-phenylethandione OC1=CC=C(C=C1)C(C(=O)C1=CC=CC=C1)=O